C(CCC)C1=NC=2C(=C(N=NC2N)C=2C=NN(C2)C)N1CC1=CC=C(C=C1)OC 2-butyl-1-(4-methoxybenzyl)-7-(1-methyl-1H-pyrazol-4-yl)-1H-imidazo[4,5-d]pyridazin-4-amine